FC1(CN(C1)C1=CC(=NC=C1)N1N=CC(=C1)S(=O)(=O)NC=1C(=CC=C2C=NN(C12)C)OC)F 1-[4-(3,3-difluoroazetidin-1-yl)pyridin-2-yl]-N-(6-methoxy-1-methylindazol-7-yl)pyrazole-4-sulfonamide